CN1N=CC(=C1)C(=O)N[C@@H]1CCC2=CC(=CC=C12)C1=NOC(=N1)CC(=O)OC methyl 2-(3-{(1R)-1-[(1-methylpyrazol-4-yl)carbonylamino]indan-5-yl}-1,2,4-oxadiazol-5-yl)acetate